C1(CC1)C1=NC=C(C=N1)[C@H](CC1=NC(=NC(=N1)N[C@@H](CO)CC(C)C)NS(=O)(=O)C)C N-(4-((S)-2-(2-Cyclopropylpyrimidin-5-yl)propyl)-6-(((R)-1-hydroxy-4-methylpentan-2-yl)amino)-1,3,5-triazin-2-yl)methanesulfonamide